4-Benzyloxy-6-methyl-benzofuran-3-one C(C1=CC=CC=C1)OC1=CC(=CC2=C1C(CO2)=O)C